2-(4-fluorophenyl)-N-(4-methyl-3-(4-methyloxazol-2-yl)phenyl)propanamide FC1=CC=C(C=C1)C(C(=O)NC1=CC(=C(C=C1)C)C=1OC=C(N1)C)C